NC=1C=NC=CC1C=CC(C(=O)OCC1=CC=CC=C1)C benzyl 4-(3-amino-4-pyridinyl)-2-methyl-but-3-enoate